NC=1C=C2CCCOC2=C(C1F)C=1CC(CN(CC1)C(=O)OC(C)(C)C)O[Si](C)(C)C(C)(C)C tert-butyl 5-(6-amino-7-fluoro-chroman-8-yl)-3-[tert-butyl(dimethyl)silyl]oxy-2,3,4,7-tetrahydroazepine-1-carboxylate